O1C(CCCC1)OC1=C(C=CC(=C1)C(F)(F)F)[Li] (2-((tetrahydro-2H-pyran-2-yl)oxy)-4-(trifluoromethyl)phenyl)lithium